3-dimethylamino-2-(cholest-5-en-3β-oxybutane-4-oxy)-1-(cis,cis-9,12-octadecadienoxy)propane CN(CC(COCCCCCCCC\C=C/C\C=C/CCCCC)OC(CCC)O[C@@H]1CC2=CC[C@H]3[C@@H]4CC[C@H]([C@@H](CCCC(C)C)C)[C@]4(CC[C@@H]3[C@]2(CC1)C)C)C